CC(CCC(C=1N=NNN1)NC1=NC=NC2=CC=C(C=C12)F)(C)C [4,4-dimethyl-1-(2H-tetraazol-5-yl)pentyl](6-fluoro-4-quinazolinyl)amine